[N+](=O)([O-])NC1=NC(=NC(=N1)N)N nitromelamine